3-[4-(4-chloro-5-phenyl-5H-pyrrolo[3,2-d]pyrimidin-7-yl)-phenoxy]-propane-1,2-diol ClC=1C2=C(N=CN1)C(=CN2C2=CC=CC=C2)C2=CC=C(OCC(CO)O)C=C2